NC=1C=C2CCC(NC2=CC1Cl)=O 6-amino-7-chloro-3,4-dihydro-1H-quinolin-2-one